ClC1=CC(=C(C=C1)C1=C(C(=NC(=N1)N1C[C@H](O[C@H](C1)C=1C=NN(C1)C1CC1)C1CC1)C(=O)OCC)C1OCCO1)F ethyl 6-(4-chloro-2-fluoro-phenyl)-2-[(2R,6S)-2-cyclopropyl-6-(1-cyclopropylpyrazol-4-yl) morpholin-4-yl]-5-(1,3-dioxolan-2-yl)pyrimidine-4-carboxylate